ClC1=CNN(C(=C1)Cl)C([2H])([2H])[2H] 4,6-dichloro-N-(methyl-d3)pyridazine